NC1=CC=C(OCC(COC)O)C=C1 (4-aminophenoxy)-3-methoxypropan-2-ol